[Ni].ClC=1SC2=C(N1)C(=CC1=C2OCCO1)C(=O)C1(CC1)C(F)(F)F (2-chloro-7,8-dihydro-[1,4]dioxino[2',3':3,4]benzo[1,2-d]thiazol-4-yl)(1-(trifluoromethyl)cyclopropyl)methanone nickel